benzofuran-2-boronic acid O1C(=CC2=C1C=CC=C2)B(O)O